3-(3,4-difluoro-2-methoxyphenyl)-5-phenyl-5-(trifluoromethyl)isoxazolidine FC=1C(=C(C=CC1F)C1NOC(C1)(C(F)(F)F)C1=CC=CC=C1)OC